2-[3-[(2-fluoro-3-nitrophenyl)methyl]-2-oxo-7-pyrimidin-2-yloxychromen-4-yl]acetic acid FC1=C(C=CC=C1[N+](=O)[O-])CC=1C(OC2=CC(=CC=C2C1CC(=O)O)OC1=NC=CC=N1)=O